BrC=1C(=CC=C2C(CCC(C12)(O)CC1=NC(=NC(=C1CO)Cl)SC)C)N(CC1=CC=CC=C1)CC1=CC=CC=C1 8-bromo-1-((6-chloro-5-(hydroxymethyl)-2-(methylthio)pyrimidin-4-yl)methyl)-7-(dibenzylamino)-4-methyl-1,2,3,4-tetrahydronaphthalen-1-ol